6-Iodo-1,2-benzisothiazole-3(2H)-one 1,1-dioxide IC1=CC2=C(C(NS2(=O)=O)=O)C=C1